FC=1C=C(C=C(C1)F)[C@@H]1CCC=2N1C=C(N2)NC([C@@H](C)N2C[C@@H](C(CC2)(F)F)C2=CC=[N+](C=C2)[O-])=O 4-((S)-1-((R)-1-(((S)-5-(3,5-difluorophenyl)-6,7-dihydro-5H-pyrrolo[1,2-a]imidazol-2-yl)amino)-1-oxopropan-2-yl)-4,4-difluoropiperidin-3-yl)pyridine 1-oxide